2-amino-4-(methylthio)butyronitrile NC(C#N)CCSC